tert-butyl ((1S)-3-(7-carbamoyl-5-fluoro-2,3-dimethyl-1H-indol-4-yl)cyclohexyl)carbamate C(N)(=O)C=1C=C(C(=C2C(=C(NC12)C)C)C1C[C@H](CCC1)NC(OC(C)(C)C)=O)F